4,7-bis(thiophen-2-yl)-2,1,3-benzothiadiazole S1C(=CC=C1)C1=CC=C(C2=NSN=C21)C=2SC=CC2